CSCCCCCCCC(=O)C(=O)O 9-Methylthio-2-nonanoic acid